C1OCC12CN(C2)CC2C(C(C1(C2(C2=C(C=NC=C2OC)O1)O)C1=CC=C(C=C1)Br)C1=CC=CC=C1)CO 5-((2-oxa-6-azaspiro[3.3]heptan-6-yl)methyl)-7a-(4-bromophenyl)-6-(hydroxymethyl)-4-methoxy-7-phenyl-5,6,7,7a-tetrahydro-4bH-cyclopenta[4,5]furo[2,3-c]pyridin-4b-ol